4-(4-chlorophenyl)-5-(cyclopropylmethyl)-2-(2-methyl-2H-indazol-5-yl)-2,5-dihydro-3H-imidazo[4,5-c]pyridazin-3-one ClC1=CC=C(C=C1)C1=C2C(=NN(C1=O)C1=CC3=CN(N=C3C=C1)C)N=CN2CC2CC2